5-(((4-((3,4-dichloro-2-fluorophenyl)amino)-7-methoxyquinazolin-6-yl)oxy)methyl)-2-(2,6-dioxopiperidin-3-yl)isoindoline-1,3-dione ClC=1C(=C(C=CC1Cl)NC1=NC=NC2=CC(=C(C=C12)OCC=1C=C2C(N(C(C2=CC1)=O)C1C(NC(CC1)=O)=O)=O)OC)F